5-[(2S)-4-{[3-(dimethyl-amino) propanoyl] oxy}-2-[({7-[(2-octyldecanoyl) oxy]heptyl} oxy)carbonyl] pyrrolidin-1-yl]pentyl dodecanoate C(CCCCCCCCCCC)(=O)OCCCCCN1[C@@H](CC(C1)OC(CCN(C)C)=O)C(=O)OCCCCCCCOC(C(CCCCCCCC)CCCCCCCC)=O